2-(3-(3-(2-fluorophenyl)-4-oxo-3,4-dihydrophthalazin-1-yl)phenyl)-2-methylpropanoic acid FC1=C(C=CC=C1)N1N=C(C2=CC=CC=C2C1=O)C=1C=C(C=CC1)C(C(=O)O)(C)C